6-(pyrimidin-2-ylmethyl)-7,8-dihydro-1,6-naphthyridin-5(6H)-one N1=C(N=CC=C1)CN1C(C=2C=CC=NC2CC1)=O